4-Amino-3-[6-(3,5-dimethylphenyl)pyridin-3-ylazo]naphthalin NC1=C(C=CC2=CC=CC=C12)N=NC=1C=NC(=CC1)C1=CC(=CC(=C1)C)C